2,3,6,7,10,11-hexacyanohexaazabenzophenanthrene C(#N)C=1N=C2C=3N=C(C(=NC3C3=C(C2=NC1C#N)N=C(C(=N3)C#N)C#N)C#N)C#N